O1[C@@H](COCC1)OS(=O)(=O)C (R)-methanesulfonic acid-(1,4-dioxane-2-yl) ester